O1C(CCCC1)OC1CCC(NC1)=O 5-((tetrahydro-2H-pyran-2-yl)oxy)piperidin-2-one